CS(=O)(=O)OC1=CC2=CC=C(C=C2C=C1)OC 6-methoxy-2-naphthol methanesulfonate